FC1=C(C=CC(=C1C(=O)C1=CNC2=NC=C(C=C21)C2CCNCC2)F)NS(=O)(=O)CCC N-(2,4-difluoro-3-(5-(piperidin-4-yl)-1H-pyrrolo[2,3-b]pyridine-3-carbonyl)phenyl)propane-1-sulfonamide